sorbitol monoricinoleate C(CCCCCCC\C=C/C[C@H](O)CCCCCC)(=O)O.OC[C@H](O)[C@@H](O)[C@H](O)[C@H](O)CO